3-[2-[4-(8-chloro-4-oxo-chromen-2-yl)-2-cyclopropyl-phenoxy]ethoxy]cyclobutanecarboxylic acid ClC=1C=CC=C2C(C=C(OC12)C1=CC(=C(OCCOC2CC(C2)C(=O)O)C=C1)C1CC1)=O